3-(sec-butyl)-4-(1-(2-hydroxyethyl)-1H-pyrazole-4-carbonyl)-1,3,4,5-tetrahydro-2H-benzo[1,4]diazepin-2-one C(C)(CC)C1C(NC2=C(CN1C(=O)C=1C=NN(C1)CCO)C=CC=C2)=O